C(C=C)(=O)O.CC(=C)C1=CC=CC=C1 alpha-methyl-styrene acrylate